1-[2-cyano-6-(trifluoromethyl)pyridin-3-yl]-4-{2'-ethoxy-3-fluoro-[2,3'-bipyridin]-5-yl}-N-[(3S)-1-methylpyrrolidin-3-yl]piperidine-4-carboxamide C(#N)C1=NC(=CC=C1N1CCC(CC1)(C(=O)N[C@@H]1CN(CC1)C)C=1C=C(C(=NC1)C=1C(=NC=CC1)OCC)F)C(F)(F)F